FC=1C=CC(=NC1)C(C)OC=1C=2N(C=C(C1)C=1C=NN(C1C)C1CCC(CC1)O)N=CC2C#N 4-(1-(5-fluoropyridin-2-yl)ethoxy)-6-(1-((1r,4r)-4-hydroxycyclohexyl)-5-methyl-1H-pyrazol-4-yl)-pyrazolo[1,5-a]pyridine-3-carbonitrile